CC1=CSC=2N=C(N=C(C21)NC2(CC2)C)NC2=CC=C(C=C2)OCCN2CCCC2 5-methyl-N4-(1-methylcyclopropyl)-N2-(4-(2-(pyrrolidin-1-yl)ethoxy)phenyl)thieno[2,3-d]pyrimidine-2,4-diamine